hydroxymethyl-pregn-4-en-3-one OCCC[C@H]1CC[C@H]2[C@@H]3CCC4=CC(CC[C@]4(C)[C@H]3CC[C@]12C)=O